C(\C=C(\C)/CC\C=C(\C)/CCC=C(C)C)CC(C)=O Z,Z-farnesylacetone